FC1=CC(=NC=C1)C(C)O (4-fluoropyridin-2-yl)ethan-1-ol